(S)-(Z)-3-((3-butyl-5-(4-fluorophenyl)-7-(methylthio)-1,1-dioxido-2,3,4,5-tetrahydro-1,5-benzothiazepin-8-yl)oxy)-2-fluoroacrylic acid C(CCC)[C@@H]1CS(C2=C(N(C1)C1=CC=C(C=C1)F)C=C(C(=C2)O\C=C(\C(=O)O)/F)SC)(=O)=O